[3-(hydroxymethyl)-5-methylphenyl]-3-(1-{4-[(4-methoxyphenyl)methoxy]butyl}-4-methyl-1H-benzotriazol-5-yl)propionic acid ethyl ester C(C)OC(C(CC1=C(C2=C(N(N=N2)CCCCOCC2=CC=C(C=C2)OC)C=C1)C)C1=CC(=CC(=C1)C)CO)=O